4-[3-({3-[4-({7-[1-(1-ethoxyethyl)pyrazol-4-yl]-8-isopropoxy-[1,2,4]triazolo[1,5-c]pyrimidin-2-yl}amino)-3-fluorobenzenesulfonyl]phenyl}methyl)cyclobutyl]benzoic acid C(C)OC(C)N1N=CC(=C1)C1=C(C=2N(C=N1)N=C(N2)NC2=C(C=C(C=C2)S(=O)(=O)C=2C=C(C=CC2)CC2CC(C2)C2=CC=C(C(=O)O)C=C2)F)OC(C)C